Cl.BrC=1C(=NN(C1CC)C)CNS(=O)(=O)C1=C(C=CC=C1)[N+](=O)[O-] N-[(4-bromo-5-ethyl-1-methyl-1H-pyrazol-3-yl)methyl]-2-nitrobenzene-1-sulfonamide hydrogen chloride salt